CC1=C(C(=O)NC2(CC2)C2=C3C=CC(=NC3=CC(=C2)C2=CN=C(O2)C)C)C=C(C=C1)N1CCNCC1 2-methyl-N-(1-(2-methyl-7-(2-methyloxazol-5-yl)quinolin-5-yl)cyclopropyl)-5-(piperazin-1-yl)benzamide